6-dimethylamino-1-methylquinazoline CN(C=1C=C2C=NCN(C2=CC1)C)C